C1(CC1)C1=CC=C(C=N1)COC1=C(C=C(CN2C(=NC=3C2=NC=C(C3)C=3C=NN(C3)C)N)C=C1)OC 3-(4-((6-cyclopropylpyridin-3-yl)methoxy)-3-methoxybenzyl)-6-(1-methyl-1H-pyrazol-4-yl)-3H-imidazo[4,5-b]pyridin-2-amine